C(#N)[C@H]1N(CSC1)C(CNC(=O)C1=CC=NC2=CC=C(C=C12)C1(CCN(CC1)C)F)=O (R)-N-(2-(4-Cyanothiazolidin-3-yl)-2-oxoethyl)-6-(4-fluoro-1-methyl-piperidine-4-yl)quinoline-4-carboxamide